[I-](I)I.[K+].[I-].[K+] Kalium iodid Kalium triiodid